2-(3-(2-nitro-1-phenylethyl)-1H-indol-2-yl)benzenesulfonyl fluoride [N+](=O)([O-])CC(C1=CC=CC=C1)C1=C(NC2=CC=CC=C12)C1=C(C=CC=C1)S(=O)(=O)F